4-((trimethylsilyl)ethynyl)thiazole (9H-fluoren-9-yl)methyl-2-(sec-butyl(2,2-dimethoxyethyl)amino)-2-oxoethylcarbamate C1=CC=CC=2C3=CC=CC=C3C(C12)COC(NCC(=O)N(CC(OC)OC)C(C)CC)=O.C[Si](C)(C)C#CC=1N=CSC1